ClC1=C(C=C2CCCC2=C1)N 6-Chloro-2,3-dihydro-1H-inden-5-amine